5-chloro-N-[(1S)-3-(cyclopropylamino)-1-[[(3S,5R)-5-methyl-2-oxo-pyrrolidin-3-yl]methyl]-2,3-dioxo-propyl]-2-[(3-fluorobicyclo[1.1.1]pentane-1-carbonyl)amino]pyridine-3-carboxamide ClC=1C=C(C(=NC1)NC(=O)C12CC(C1)(C2)F)C(=O)N[C@H](C(C(=O)NC2CC2)=O)C[C@H]2C(N[C@@H](C2)C)=O